C(CCCCCC)C(CCCCCCCCC)O heptyl-decanol